C(CCCCCCC\C=C/CCCCCCCC)(=O)N[C@@H](C)C(=O)O N-oleoyl-L-alanine